CSC(C(=O)N1C(CNCC1)C=1NC(=CN1)C1=CC=C(C=C1)C)C 2-(methylthio)-1-(2-(5-(p-tolyl)-1H-imidazol-2-yl)piperazin-1-yl)propan-1-one